C(#N)C[C@@H]1N(CCN(C1)C=1C2=C(N=C(N1)OC[C@]13CCCN3C[C@@H](C1)F)C(=C(N=C2)C=2C=CC=C1C=NN(C21)C)F)C(=O)OCC2=CC=CC=C2 Benzyl (S)-2-(cyanomethyl)-4-(8-fluoro-2-(((2R,7aS)-2-fluorotetrahydro-1H-pyrrolizin-7a(5H)-yl)methoxy)-7-(1-methyl-1H-indazol-7-yl)pyrido[4,3-d]pyrimidin-4-yl)piperazine-1-carboxylate